9-(3-Fluorotetrahydro-2H-pyran-4-yl)-7-methyl-2-(methylsulfanyl)-7,9-dihydro-8H-purin-8-one FC1COCCC1N1C2=NC(=NC=C2N(C1=O)C)SC